COC(NC1=CC=C(C=C1)N1N=NC(=C1)C(O)C1=C(N=CC=2N1C=NC2)C2CC2)=O (4-{4-[(6-Cyclopropyl-imidazo[1,5-a]pyrazin-5-yl)-hydroxy-methyl]-[1,2,3]triazol-1-yl}-phenyl)-carbamic acid methyl ester